5-ethyl-6-fluoro-4-(8-fluoro-4-(6-(hydroxymethyl)-1,4-oxazepan-4-yl)-2-(((4aS,7aR)-1-methyloctahydro-4aH-cyclopenta[b]pyridin-4a-yl)methoxy)pyrido[4,3-d]pyrimidin-7-yl)naphthalen-2-ol C(C)C1=C2C(=CC(=CC2=CC=C1F)O)C1=C(C=2N=C(N=C(C2C=N1)N1CCOCC(C1)CO)OC[C@]12[C@H](N(CCC1)C)CCC2)F